tert-butyl (4-{[3-(2,2,2-trifluoroacetamido)pyridin-2-yl]ethynyl}pyridin-2-yl)carbamate FC(C(=O)NC=1C(=NC=CC1)C#CC1=CC(=NC=C1)NC(OC(C)(C)C)=O)(F)F